OC(C)(C)C=1N(C=CN1)CC1=CC=C(C=C1)C1=C(SC(=C1C)CC(C)C)S(=O)(=O)NC(OC)=O Methyl (3-(4-((2-(2-hydroxypropan-2-yl)-1H-imidazol-1-yl)methyl)phenyl)-5-isobutyl-4-methylthiophen-2-yl)sulfonylcarbamate